FC1=C(C=NN=C2NC(C(N2)CC(=O)O)=O)C(=CC=C1)F 2-(((2,6-difluorobenzylidene)hydrazineylidene)-5-oxoimidazolidine-4-yl)acetic acid